BrC1=CC(=C(C=C1)C[C@H]1NC(=NOC1)C1=CC(=NC=C1OC1=CC(=CC=C1)C(F)(F)F)Cl)C |r| rac-(5R)-5-[(4-bromo-2-methyl-phenyl)methyl]-3-[2-chloro-5-[3-(trifluoro-methyl)phenoxy]-4-pyridyl]-5,6-dihydro-4H-1,2,4-oxadiazine